BrC1=C(C(=CC(=C1)F)C)C 1-bromo-5-fluoro-2,3-dimethylbenzene